OC=1C=C(C=C(C1O)O)[C@@H]1OC2=CC(=CC(=C2C[C@H]1OC)O)O (trans)-2-(3,4,5-trihydroxyphenyl)-5,7-dihydroxy-3-methoxychroman